N-((1R,2R)-2-Cyclopropoxy-1-(5-((S)-2-cyclopropoxy-1-(2-(3,3-difluorocyclobutyl)acetamido)ethyl)-1H-benzo[d]imidazol-2-yl)propyl)-4-cyclopropyl-1,2,5-oxadiazole-3-carboxamide C1(CC1)O[C@@H]([C@@H](C1=NC2=C(N1)C=CC(=C2)[C@@H](COC2CC2)NC(CC2CC(C2)(F)F)=O)NC(=O)C2=NON=C2C2CC2)C